2-[2-oxo-6-[3-(trifluoromethyl)phenyl]-3H-imidazo[4,5-b]Pyridin-1-yl]-N-(2-pyridyl)acetamide O=C1N(C=2C(=NC=C(C2)C2=CC(=CC=C2)C(F)(F)F)N1)CC(=O)NC1=NC=CC=C1